[N+](=O)([O-])C1=NN(C=C1)C(C)C 3-nitro-1-(propan-2-yl)-1H-pyrazole